C(C)OC(=O)C1=C(N=C(S1)NC1=NC(=CC(=N1)NCC1=CC(=C(C=C1)OC)OC)N1CCOCC1)C 2-[[4-[[(3,4-dimethoxyphenyl)methyl]amino]-6-(4-morpholinyl)-2-pyrimidinyl]amino]-4-methyl-5-thiazolecarboxylic acid ethyl ester